CC1(C(C1C1=CC=CC=C1)C1=CC=CC=C1)C(=O)N methyl-2,3-diphenyl-cyclopropanecarboxamide